phospho-2,3,4,5,6-pentafluorobenzyl alcohol P(=O)(=O)C(C1=C(C(=C(C(=C1F)F)F)F)F)O